NC=1C(=C(C(=C(C(=O)NC=2C(=CC(=C(C2)N2N=NC(=C2)C(=O)N(CC)CC)F)N2C[C@@H](N([C@@H](C2)C)C)C)C1)Cl)C)F 1-(5-(5-amino-2-chloro-4-fluoro-3-methylbenzamido)-2-fluoro-4-((3S,5R)-3,4,5-trimethylpiperazin-1-yl)phenyl)-N,N-diethyl-1H-1,2,3-triazole-4-carboxamide